C(C)(C)C1=NC=CN1 isopropyl-3H-imidazole